Tert-butyl (Z)-8-((dimethylamino)methylene)-7-carbonyl-5-azaspiro[2.5]octane-5-carboxylate CN(C)\C=C\1/C(CN(CC12CC2)C(=O)OC(C)(C)C)=C=O